5,5-dimethyloxazolidine-2,4-dione CC1(C(NC(O1)=O)=O)C